OC1=CC=C(C=C1)C#CC(=O)O.[Li] lithium monohydroxybenzenepropiolic acid